C(CCC)NC(C)(C)P(O)(O)=O [1-(butylamino)-methylethyl]-phosphonic acid